pyrazine-3-carboxylate N1=CC(=NC=C1)C(=O)[O-]